L-8-hydroxyquinoline-2-carbonitrile OC=1C=CC=C2C=CC(=NC12)C#N